COC(=O)C1N(CC(C1)C1=CC(=C(C=C1)OC(F)F)OC(C)C)C(C)=O 1-acetyl-4-(4-(difluoromethoxy)-3-isopropoxyphenyl)pyrrolidine-2-carboxylic acid methyl ester